C(C)OC(=O)[C@]1([C@@H]([C@H](C[C@H](C1)O[Si](C1=CC=CC=C1)(C1=CC=CC=C1)C(C)(C)C)O[Si](C1=CC=CC=C1)(C1=CC=CC=C1)C(C)(C)C)O)O (1S,2R,3S,5R)-3,5-di(tert-butyldiphenylsiloxy)-1,2-dihydroxycyclohexane-1-carboxylic acid ethyl ester